NCCCN(CCC)C1N(C(C2=CC=CC=C12)=O)C1CC(NC(C1)=O)=O 4-((3-aminopropyl(propyl)amino)-1-oxoisoindolin-2-yl)piperidine-2,6-dione